CO[Si](CC[Si](OC)(OC)OC)(OC)OC 1,2-bistrimethoxysilanylethane